FC1(C(COC1)NC(N(C)CC1=C(C=NC=C1)CO)=O)F 3-(4,4-difluorotetrahydrofuran-3-yl)-1-[[3-(hydroxymethyl)-4-pyridyl]methyl]-1-methyl-urea